CC=1N(C(=CC1C(=O)OCCC[C@H](CNC1=C(C=CC(=C1)N1CCN(CC1)C)[N+](=O)[O-])C)Br)C (4R)-4-methyl-5-{[5-(4-methylpiperazin-1-yl)-2-nitrophenyl]amino}pentan-1-ol methyl-5-bromo-1-methyl-1H-pyrrole-3-carboxylate